iron alloyl-nickel C(C=C)(=O)[Ni].[Fe]